FC=1C=C(OC2CN(C2)C=O)C=C(C1[C@H]1[C@@H](N(CC=2C3=C(C=CC12)NN=C3)C)CC(C)C)F 3-(3,5-Difluoro-4-((6S,7S)-7-Isobutyl-8-Methyl-6,7,8,9-Tetrahydro-3H-Pyrazolo[3,4-h]Isochinolin-6-yl)Phenoxy)Azetidin-1-aldehyd